FC1=CC=C(C=C1)C(N1[C@@H](CN(CC1)C1=C(C(N(C=2C=CC(=NC12)C#N)C)=O)F)CC)C1=CC=C(C=C1)F (R)-8-(4-(bis(4-fluorophenyl)methyl)-3-ethylpiperazin-1-yl)-7-fluoro-5-methyl-6-oxo-5,6-dihydro-1,5-naphthyridine-2-carbonitrile